N1N=CC2=CC=C(C=C12)/C=C/C(=O)N[C@H]1[C@@H](CCCC1)C trans-(2E)-3-(1H-indazol-6-yl)-N-[(1R,2R)-2-methylcyclohexyl]prop-2-enamide